FC1([C@@](C1)(CO)CN1CCC(CC1)CCCC(=O)OCC)F ethyl (R)-4-(1-((2,2-difluoro-1-(hydroxymethyl)cyclopropyl)methyl)piperidin-4-yl)butanoate